CN1NN(CC(C1)C)C 1,3,5-Trimethylhexahydrotriazin